COC1=CC=C(C=C1)[C@@H](C(=O)NC1=CC=C(C=C1)OC)NC(=O)[C@H]1N(CCC1)C(CCC1=CN(C2=CC=CC=C12)C)=O (S)-N-((S)-1-(4-methoxyphenyl)-2-((4-methoxyphenyl)amino)-2-oxoethyl)-1-(3-(1-methyl-1H-indol-3-yl)propanoyl)pyrrolidine-2-carboxamide